C1(CC1)N1C(=NC2=C1C=C(C(=C2)NC=2SC(=NN2)C2=CC(=CC(=C2)F)F)OCC)C2=CC=C(C=C2)F N-(1-cyclopropyl-6-ethoxy-2-(4-fluorophenyl)-5-benzimidazolyl)-5-(3,5-difluorophenyl)-1,3,4-thiadiazol-2-amine